4-Ethyl-2-methyl-1,3-oxazole-5-carboxylic acid C(C)C=1N=C(OC1C(=O)O)C